CC=1C=C(C=CC1NC=1N=CC2=C(N1)N(C(C=C2)=O)C2CCCC21CC1)S(=O)(=O)C1CCN(CC1)C(=O)OC(C)(C)C tert-butyl 4-[3-methyl-4-[(7-oxo-8-spiro[2.4]heptan-7-yl-pyrido[2,3-d]pyrimidin-2-yl)amino]phenyl]sulfonylpiperidine-1-carboxylate